1-benzhydryl-3-(2-bromo-6-methylphenyl)azetidine-3-carboxylic acid C(C1=CC=CC=C1)(C1=CC=CC=C1)N1CC(C1)(C(=O)O)C1=C(C=CC=C1C)Br